FC=1C=C(C(=C(C1)C(C)=O)O)CC(=C)CO 1-(5-fluoro-2-hydroxy-3-(2-(hydroxymethyl)allyl)phenyl)ethan-1-one